FC(C1=CC=C(C=N1)COC1CN(C1)C(=O)N1C[C@H](CC1)C(=O)N)(F)F (3S)-1-[3-[[6-(trifluoromethyl)-3-pyridinyl]methoxy]azetidine-1-carbonyl]pyrrolidine-3-carboxamide